C(C)N1C=NC2=C1C=C(C(=C2)C#CC2=NN(C(=C2C(=O)N)NC)[C@@H]2CN([C@H](C2)COC)C(C=C)=O)F 3-[2-(1-ethyl-6-fluoro-1,3-benzodiazol-5-yl)ethynyl]-1-[(3s,5r)-5-(methoxymethyl)-1-(prop-2-enoyl)pyrrolidin-3-yl]-5-(methylamino)pyrazole-4-carboxamide